C(C=C)(=O)OCCOCC ethoxyethyl acrylate